(R)-6-fluoro-4-(4-fluorophenyl)-N-((1-methylpyrrolidin-3-yl)methyl)-3,4-dihydroquinoxaline-1(2H)-carboxamide FC=1C=C2N(CCN(C2=CC1)C(=O)NC[C@@H]1CN(CC1)C)C1=CC=C(C=C1)F